N-methyl-7-(4-methyl-6-propylpyridin-3-yl)-2,6-naphthyridin-3-amine CNC=1N=CC2=CC(=NC=C2C1)C=1C=NC(=CC1C)CCC